(2S,3R)-3-(3-chlorophenyl)-2-methylbutanamide ClC=1C=C(C=CC1)[C@@H]([C@@H](C(=O)N)C)C